(S)-N-(4-fluoro-3-methylphenyl)-1-(1H-pyrrolo[2,3-b]pyridine-2-carbonyl)pyrrolidine-3-carboxamide FC1=C(C=C(C=C1)NC(=O)[C@@H]1CN(CC1)C(=O)C1=CC=2C(=NC=CC2)N1)C